tert-butyl 4-(6-methyl-3-pyridyl)-4-oxo-butanoate CC1=CC=C(C=N1)C(CCC(=O)OC(C)(C)C)=O